2-methoxy-1,1-dimethylethylamine hydrochloride Cl.COCC(C)(C)N